C(N)(=O)C1=C(C=CN1)C#CC#CCC(C=1C(N(C=CC1)C)=O)C1=C(C=CC(=C1)F)F 5-carbamoyl-4-(6-(2,5-difluorophenyl)-6-(1-methyl-2-oxo-1,2-diHydropyridine-3-yl)hex-1,3-diyn-1-yl)-1H-pyrrole